ClC=1C=C2C(=NC(=NC2=C(C1C1=CC(=CC2=CC=CC=C12)O)F)OC[C@H]1CCC(N1)=O)N1CC2CCC(C1)N2 (5R)-5-{[(6-chloro-4-{3,8-diazabicyclo[3.2.1]octan-3-yl}-8-fluoro-7-(3-hydroxynaphthalen-1-yl)quinazolin-2-yl)oxy]methyl}pyrrolidin-2-one